(2-OXO-2,3-DIHYDRO-1H-INDOL-5-YL)BORONIC ACID O=C1NC2=CC=C(C=C2C1)B(O)O